ClC=1C=C2C(NC(=NC2=CC1)CN1CCCC2=CC=C(C=C12)OC)=O 6-chloro-2-[(7-methoxy-3,4-dihydro-2H-quinolin-1-yl)methyl]-3H-quinazolin-4-one